(S)-4-((6-(2-amino-4-(methylthio)butanoyl)-2-((4-cyanophenyl)amino)-5,6,7,8-tetrahydropyrido[4,3-d]pyrimidin-4-yl)oxy)-3,5-dimethylbenzonitrile N[C@H](C(=O)N1CC2=C(N=C(N=C2OC2=C(C=C(C#N)C=C2C)C)NC2=CC=C(C=C2)C#N)CC1)CCSC